tert-butyl ((3S,5S)-5-(hydroxymethyl)-1-(2-nitrophenyl)pyrrolidin-3-yl)carbamate OC[C@@H]1C[C@@H](CN1C1=C(C=CC=C1)[N+](=O)[O-])NC(OC(C)(C)C)=O